O[C@H]1[C@@H](CNCC1)NC(OC(C)(C)C)=O tert-butyl N-[(3R,4R)-4-hydroxy-3-piperidyl]carbamate